NCCCCCCCC aminooctane